N1-((S)-4,4-dimethyl-1-oxo-1-(((S)-3-oxo-1-((S)-2-oxopyrrolidin-3-yl)-4-(trifluoromethoxy)butan-2-yl)amino)pentan-2-yl)-N2-(3-fluorobicyclo[1.1.1]pentan-1-yl)oxalamide CC(C[C@@H](C(N[C@@H](C[C@H]1C(NCC1)=O)C(COC(F)(F)F)=O)=O)NC(C(=O)NC12CC(C1)(C2)F)=O)(C)C